[N+](=O)([O-])C1=C(C=CC=C1)S(=O)(=O)N1CCC2=CC=CC=C12 1-((2-nitrophenyl)sulfonyl)indoline